Diethylene glycol monolinoleate C(CCCCCCC\C=C/C\C=C/CCCCC)(=O)OCCOCCO